(R)-2-oxo-[1,3'-bipiperidine] O=C1N(CCCC1)[C@H]1CNCCC1